N=1N=CN2N=C(C=CC21)N2N=C(C(=C2C)CCC(=O)N2CCC(CC2)C)C 3-(1-([1,2,4]triazolo[4,3-b]pyridazin-6-yl)-3,5-dimethyl-1H-pyrazol-4-yl)-1-(4-methylpiperidin-1-yl)propan-1-one